COCCOCCOCCOCCCC triethylene glycol butyl methyl ether